CC1=CC(=CC=2N1C(C(N2)C(=O)N=SC=2C=C(C=CC2)C)=O)C2=NOC(=N2)C(F)(F)F methyl(oxo)(m-tolyl-sulfaneylidene)-7-(5-(trifluoromethyl)-1,2,4-oxadiazol-3-yl)imidazo[1,2-a]pyridine-2-carboxamide